(S)-1-fluoro-N-((6S,7S)-6-((2-fluoro-[1,1'-biphenyl]-3-yl)methyl)-5-((R)-oxetane-2-carbonyl)-5-azaspiro[2.4]heptane-7-yl)ethane-1-sulfonamide F[C@H](C)S(=O)(=O)N[C@@H]1[C@@H](N(CC12CC2)C(=O)[C@@H]2OCC2)CC=2C(=C(C=CC2)C2=CC=CC=C2)F